3-(6-fluoropyridin-3-yl)propan-1-amine FC1=CC=C(C=N1)CCCN